N(=C=O)CC1=CC=C(C2=CC=CC=C12)CN=C=O 1,4-Bis(isocyanatomethyl)naphthalin